OC(C)(C)C1CN(C1)C1=C2C(=NC=C1)N(N=C2C[NH-])C2=CC=C(C=C2)OC(F)(F)F (4-(3-(2-hydroxypropane-2-yl)azetidin-1-yl)-1-(4-(trifluoromethoxy)phenyl)-1H-pyrazolo[3,4-b]pyridin-3-yl)meth-ylamide